FCCOC(C(F)F)=O difluoroacetic acid-2-fluoroethyl ester